BrC1=C(C=C(C=C1)C(C)(C)C=1N=C(SC1)N)F 4-(2-(4-bromo-3-fluorophenyl)propan-2-yl)thiazol-2-amine